tetrakisethylmethylaminotitanium C(C)[Ti](NC)(CC)(CC)CC